N-(9-((2R,3S,4S,5S)-5-((bis(4-methoxyphenyl)(phenyl)methoxy)methyl)-3-hydroxy-4-(2,2,2-trifluoroacetamido)-tetrahydrofuran-2-yl)-6-oxo-6,9-dihydro-1H-purin-2-yl)isobutyramide COC1=CC=C(C=C1)C(OC[C@@H]1[C@H]([C@@H]([C@@H](O1)N1C=2N=C(NC(C2N=C1)=O)NC(C(C)C)=O)O)NC(C(F)(F)F)=O)(C1=CC=CC=C1)C1=CC=C(C=C1)OC